CNC(/C=C/CNC(CNC(CN(C(=O)C1CCC1)C1CCN(CC1)C(C)C1=CC=CC2=CC=CC=C12)=O)=O)=O (E)-N-(2-((2-((4-(methylamino)-4-oxobut-2-en-1-yl)amino)-2-oxoethyl)amino)-2-oxoethyl)-N-(1-(1-(naphthalen-1-yl)ethyl)piperidin-4-yl)cyclobutanecarboxamide